ClC1=NC=NC=2NC3=CC(=C(C=C3C21)F)S(=O)(=O)NC2(CC2)C#N 4-chloro-N-(1-cyanocyclopropyl)-6-fluoro-9H-pyrimido[4,5-b]indole-7-sulfonamide